N=1C(=CN2C1C=CC=C2)CCNC2=NC=1C(=NC=C(N1)SC=1C(=NC=CC1)C(F)(F)F)N2 N-(2-(imidazo[1,2-a]pyridin-2-yl)ethyl)-5-((2-(trifluoromethyl)pyridin-3-yl)thio)-1H-imidazo[4,5-b]pyrazin-2-amine